methyl 2-[3,5-dichloro-4-[(3R,4R)-6-[2-chloro-4-(3-methoxy-3-oxo-propyl)phenoxy]-3,4-dihydroxyhexoxy]anilino]benzoate ClC=1C=C(NC2=C(C(=O)OC)C=CC=C2)C=C(C1OCC[C@H]([C@@H](CCOC1=C(C=C(C=C1)CCC(=O)OC)Cl)O)O)Cl